C(C)(C)NC(C)=NC(C)C.[Cu+] copper (I) N,N'-diisopropylacetamidine